C1(CC1)CN([C@@H]1CC[C@H](CC1)N(C1=C(C(N(C=2C=CC(=NC12)C#N)C)=O)C#N)C)C1=CC(=C(C=C1)F)CN1CCOCC1 trans-8-((4-((cyclopropylmethyl)(4-fluoro-3-(morpholinomethyl)phenyl)amino)cyclohexyl)(methyl)amino)-5-methyl-6-oxo-5,6-dihydro-1,5-naphthyridine-2,7-dicarbonitrile